C(C)(C)(C)OC(=O)N1CCC(CC1)OC1=NC=C(C=C1)C(F)(F)F 4-((5-(trifluoromethyl)pyridin-2-yl)oxy)piperidine-1-carboxylic acid tert-butyl ester